2-((3-((2,6-dioxopiperidin-3-yl)amino)-5-fluorophenyl)amino)-2-((R)-2-(trifluoromethyl)piperazin-1-yl)acetamide O=C1NC(CCC1NC=1C=C(C=C(C1)F)NC(C(=O)N)N1[C@H](CNCC1)C(F)(F)F)=O